4-(2-fluoro-6-(2-methoxy-4-(trifluoromethoxy)phenoxy)-3-(trifluoromethyl)benzoylamino)pyridinecarboxamide FC1=C(C(=O)NC2=CC(=NC=C2)C(=O)N)C(=CC=C1C(F)(F)F)OC1=C(C=C(C=C1)OC(F)(F)F)OC